OCCNC(C1=CC=C(C=C1)NC1=NC=C(C(=N1)N1OCCC1C1=CC=CC=C1)C(F)(F)F)=O N-(2-hydroxyethyl)-4-((4-(3-phenylisoxazolidin-2-yl)-5-(trifluoromethyl)pyrimidine-2-yl)amino)benzamide